ClC=1C(=C(C=CC1OCC)C1=C(C2=C(CCC1)C=C(C=C2)O)C2=CC=C(C=C2)O[C@@H]2CN(CC2)CCCF)F 6-(3-chloro-4-ethoxy-2-fluoro-phenyl)-5-[4-[(3S)-1-(3-fluoropropyl)pyrrolidin-3-yl]oxyphenyl]-8,9-dihydro-7H-benzo[7]annulen-2-ol